C(#N)N1C[C@@H](CC1)NC(C1=CC(=NC=C1)N1CC2=CC=CC=C2C1)=O (R)-N-(1-cyanopyrrolidin-3-yl)-2-(isoindolin-2-yl)isonicotinamide